N-{4-methoxy-7-[3-(2-methoxyethoxy)phenyl]-1H-1,3-benzodiazol-2-yl}-1H-imidazole-4-carboxamide COC1=CC=C(C=2NC(=NC21)NC(=O)C=2N=CNC2)C2=CC(=CC=C2)OCCOC